(R)-N-(2-cyclopropyl-3-(4-fluorophenyl)propyl)-1-methyl-5-oxo-4,5-dihydro-1H-1,2,4-triazole-3-carboxamide C1(CC1)[C@H](CNC(=O)C1=NN(C(N1)=O)C)CC1=CC=C(C=C1)F